N2-((benzyloxy)carbonyl)-N6-(tert-butoxycarbonyl)-N6-(2,2,2-trifluoroethyl)-L-lysine C(C1=CC=CC=C1)OC(=O)N[C@@H](CCCCN(CC(F)(F)F)C(=O)OC(C)(C)C)C(=O)O